5-([[5-(2-Oxo-2-[4-[5-(trifluoromethyl)pyridin-2-yl]piperazin-1-yl]ethyl)oxolan-2-yl]methyl]amino)-4-(trifluoromethyl)-2-[[2-(trimethylsilyl)ethoxy]methyl]-2,3-dihydropyridazin-3-one O=C(CC1CCC(O1)CNC1=C(C(N(N=C1)COCC[Si](C)(C)C)=O)C(F)(F)F)N1CCN(CC1)C1=NC=C(C=C1)C(F)(F)F